1-N-tricosyl-2-piperidone C(CCCCCCCCCCCCCCCCCCCCCC)N1C(CCCC1)=O